ClC1=NC(=CC(=C1)[C@H](CC(=O)N1C(OC[C@@H]1C1=CC=CC=C1)=O)C)Cl (4S)-3-[(3S)-3-(2,6-dichloropyridin-4-yl)butanoyl]-4-phenyl-1,3-oxazolidin-2-one